tert-butyl (1-(6-((2-amino-2-oxo-1-phenylethyl)thio)-3,5-dicyano-4-cyclopropylpyridin-2-yl)-4-methylpiperidin-4-yl)carbamate NC(C(C1=CC=CC=C1)SC1=C(C(=C(C(=N1)N1CCC(CC1)(C)NC(OC(C)(C)C)=O)C#N)C1CC1)C#N)=O